N-[3-nitro-4-[(oxan-4-ylmethyl)amino]benzenesulfonyl]-4-(piperazin-1-yl)benzamide [N+](=O)([O-])C=1C=C(C=CC1NCC1CCOCC1)S(=O)(=O)NC(C1=CC=C(C=C1)N1CCNCC1)=O